3-[3-[4-[4-amino-3-(4-phenoxyphenyl)pyrazolo[3,4-d]pyrimidin-1-yl]-1-piperidinyl]azetidin-1-yl]azetidine-1-carboxylic acid tert-butyl ester C(C)(C)(C)OC(=O)N1CC(C1)N1CC(C1)N1CCC(CC1)N1N=C(C=2C1=NC=NC2N)C2=CC=C(C=C2)OC2=CC=CC=C2